n-methyl-3-(3-(methylamino)-1-phenylpropoxy)benzamide methyl-20-(3-(hydroxymethyl)-4-(trifluoromethoxy)phenyl)icosanoate COC(CCCCCCCCCCCCCCCCCCCC1=CC(=C(C=C1)OC(F)(F)F)CO)=O.CNC(C1=CC(=CC=C1)OC(CCNC)C1=CC=CC=C1)=O